N-(5-cyanopyridin-3-yl)-N'-(2-methoxy-8-(1-methoxyethyl)imidazo[1,2-b]pyridazin-7-yl)urea C(#N)C=1C=C(C=NC1)NC(=O)NC1=C(C=2N(N=C1)C=C(N2)OC)C(C)OC